3,4,5-trihexyloxybenzyl chloride C(CCCCC)OC=1C=C(CCl)C=C(C1OCCCCCC)OCCCCCC